4-(2-(2-quinolyl)vinyl)phenol N1=C(C=CC2=CC=CC=C12)C=CC1=CC=C(C=C1)O